(((1-methylpyrrolidin-3-yl)methyl)azanediyl)bis(heptane-7,1-diyl) bis(4,4-bis(((Z)-oct-5-en-1-yl)oxy)butanoate) C(CCC\C=C/CC)OC(CCC(=O)OCCCCCCCN(CCCCCCCOC(CCC(OCCCC\C=C/CC)OCCCC\C=C/CC)=O)CC1CN(CC1)C)OCCCC\C=C/CC